1-(3-(2,6-dioxopiperidin-3-yl)-1-methyl-1H-indazole-6-yl)pyrrolidine-3-carbaldehyde O=C1NC(CCC1C1=NN(C2=CC(=CC=C12)N1CC(CC1)C=O)C)=O